N-(4-pyridyl)propanamide N1=CC=C(C=C1)NC(CC)=O